C(C)(C)(C)NC(C(=CC=1C=C(C=CC1)CC[C@H](C(=O)N[C@@H](CC1=CC=CC=C1)B(O)O)NC(C1=C(C=CC(=C1)Cl)Cl)=O)C#N)=O ((R)-1-((R)-4-(3-(3-(tert-butylamino)-2-cyano-3-oxoprop-1-en-1-yl)phenyl)-2-(2,5-dichlorobenzamido)butanamido)-2-phenyl-ethyl)boronic acid